2-(2-aminoethoxy)ethane-1-thiol NCCOCCS